2-chloro-4,6-bis(2',4'-dimethylphenyl)-1,3,5-triazine ClC1=NC(=NC(=N1)C1=C(C=C(C=C1)C)C)C1=C(C=C(C=C1)C)C